1-hexadecanoyl-2-hexacosanoyl-sn-glycero-3-phosphocholine C(CCCCCCCCCCCCCCC)(=O)OC[C@@H](OC(CCCCCCCCCCCCCCCCCCCCCCCCC)=O)COP(=O)([O-])OCC[N+](C)(C)C